ClC1=C(C=C(C(=O)NCC2=C(C=CC3=C2N(C(=N3)C)C)OC)C=C1)F 4-chloro-3-fluoro-N-((6-methoxy-1,2-dimethyl-1H-benzimidazol-7-yl)methyl)benzamide